C(C)C=1C(NC=2C=C(C=NC2C1)CN1CCN(CC1)C=1C=CC(=NC1)C#N)=O 5-{4-[(7-ethyl-6-oxo-5H-1,5-naphthyridin-3-yl)methyl]piperazin-1-yl}pyridine-2-carbonitrile